Ethyl 1-({1-[(tert-butoxy) carbonyl] acridin-3-yl} methyl)-1H-pyrazole-4-carboxylate C(C)(C)(C)OC(=O)C1=CC(=CC2=NC3=CC=CC=C3C=C12)CN1N=CC(=C1)C(=O)OCC